ClC=1C=C(C2=CC(=C(N)C=C2)C(CC(=O)O)NC(=O)NC=2C(N(C=C(C2O)C)C)=O)C=C(C1N)Cl 3-(3',5'-dichlorobenzidin-3-yl)-3-(3-(4-hydroxy-1,5-dimethyl-2-oxo-1,2-dihydropyridin-3-yl)ureido)propionic acid